C(CCCCCCCCCCCCCCCCCC(=O)O)C(=O)O 1,18-octadecanedicarboxylic acid